butylthio-beta-naphthol C(CCC)SC1=C(C=CC2=CC=CC=C12)O